8-((6-chloropyridin-3-yl)methyl)-2-thioxo-3-(4-(trifluoromethoxy)phenyl)-2,8-dihydropyrido[2,3-d]pyrimidin-4(3H)-one ClC1=CC=C(C=N1)CN1C=CC=C2C1=NC(N(C2=O)C2=CC=C(C=C2)OC(F)(F)F)=S